6-[[(2R,3R,4R,5S)-5-amino-3,4-dihydroxy-tetrahydropyran-2-yl]methoxy]-N-prop-2-ynyl-4-(trifluoromethyl)pyridine-2-carboxamide N[C@@H]1[C@H]([C@H]([C@H](OC1)COC1=CC(=CC(=N1)C(=O)NCC#C)C(F)(F)F)O)O